O[C@@H]1[C@H](C[C@H]([C@@H]1O)N1C2=NC(=NC(=C2N=C1)NCC1=NC=CC(=C1)C)C=1C=NC=C(C1)C)C(=O)NC (1S,2R,3S,4R)-2,3-dihydroxyl-N-meth-yl-4-(6-(((4-methylpyridin-2-yl)meth-yl)amino)-2-(5-methylpyridin-3-yl)-9H-purin-9-yl)cyclopentaneformamide